FC(C1=CC2=C(SC(=C2)C(N[C@H]2CCC[C@@H]3N(C2=O)[C@@H](CC3)C(N(C3=CC=CC=C3)C)=O)=O)C=C1)(F)P(O)(O)=O (difluoro(2-(((3S,6S,9aS)-3-(methyl(phenyl)carbamoyl)-5-oxooctahydro-1H-pyrrolo[1,2-a]azepin-6-yl)carbamoyl)benzo[b]thiophen-5-yl)methyl)phosphonic acid